FC(C)(S(=O)(=O)OS(=O)(=O)C(F)(F)F)F trifluoromethylsulfonyl 1,1-difluoroethanesulfonate